CC12CC(C1)(C2)C2=CC(=NN2C2=CC=C(C=C2)OC(F)(F)F)N2CCN(CC2)C(=O)OC(C)(C)C tert-butyl 4-[5-(3-methyl-1-bicyclo[1.1.1]pentanyl)-1-[4-(trifluoromethoxy)phenyl]pyrazol-3-yl]piperazine-1-carboxylate